2-(3-(4-methoxyphenyl)-1-phenylimidazoline-4-yl)phenol COC1=CC=C(C=C1)N1CN(CC1C1=C(C=CC=C1)O)C1=CC=CC=C1